(4-(3-chlorophenoxy)phenyl)-6,7-bis(2-methoxyethoxy)quinazolin-4-amine ClC=1C=C(OC2=CC=C(C=C2)C2=NC3=CC(=C(C=C3C(=N2)N)OCCOC)OCCOC)C=CC1